cis-(7RS,9SR)-3-cyclopropyl-N-(2-methylpropyl)-7,9-bis[(4-pyridin-3-yl-1,2,4-triazol-3-yl)amino]-8,9-dihydro-7H-cyclopenta[h]isoquinoline-5-sulfonamide C1(CC1)C=1N=CC=2C3=C(C=C(C2C1)S(=O)(=O)NCC(C)C)[C@@H](C[C@@H]3NC3=NN=CN3C=3C=NC=CC3)NC3=NN=CN3C=3C=NC=CC3 |r|